N-(8-cyanoquinolin-5-yl)-2-(4-((1-(2-(2,6-dioxopiperidin-3-yl)-1,3-dioxoisoindolin-5-yl)azetidin-3-yl)ethynyl)-1H-pyrazol-1-yl)-2-methylpropanamide C(#N)C=1C=CC(=C2C=CC=NC12)NC(C(C)(C)N1N=CC(=C1)C#CC1CN(C1)C=1C=C2C(N(C(C2=CC1)=O)C1C(NC(CC1)=O)=O)=O)=O